(3-(4-oxo-3,4-dihydro-phthalazin-1-yl)phenyl)sulphonamide hydrochloride Cl.O=C1NN=C(C2=CC=CC=C12)C=1C=C(C=CC1)S(=O)(=O)N